NC=1C=2N(C(=C(N1)C1=CC=C(C=C1)F)C=1C=CC=3N(C1)C(=CN3)C)C=C(N2)C(=O)NC23CC(C2)(C3)CN3CCNCC3 8-amino-6-(4-fluorophenyl)-5-{3-methylimidazo[1,2-a]pyridin-6-yl}-N-{3-[(piperazin-1-yl)methyl]bicyclo[1.1.1]pentan-1-yl}imidazo[1,2-a]pyrazine-2-carboxamide